C(C)NC(CCC=1C(OC2=C(C(=CC(=C2C1C)OCCOC)O)C=O)=O)=O N-ethyl-3-(8-formyl-7-hydroxy-5-(2-methoxyethoxy)-4-methyl-2-oxo-2H-chromen-3-yl)propionamide